FC(C1=CC=C(OCCC=2C=C3C(=CNC3=CC2)NC(OC(C)(C)C)=O)C=C1)(F)F tert-Butyl N-(5-{2-[4-(trifluoromethyl)phenoxy]ethyl}-1H-indol-3-yl)carbamate